2-tert-butyl-1,2,3,4,6,7,8,9-octahydrodibenzo[b,d]furan C(C)(C)(C)C1CC2=C(OC3=C2CCCC3)CC1